ClC1=CC(N(C2=CN=CC=C12)C)=O 4-chloro-1-methyl-1,2-dihydro-1,7-naphthyridin-2-one